O1C(=CC=C1)C=CC(=O)C1=C(C=CC=C1)O 3-(furan-2-yl)-1-(2-hydroxyphenyl)prop-2-en-1-one